ClC=1C=C(C(=NC1)N1CC(N(C2(CN(C2)C(=O)OC)C1=O)[C@@H](C)C1=CC=C(C=C1)Cl)=O)F methyl (S)-8-(5-chloro-3-fluoropyridin-2-yl)-5-(1-(4-chlorophenyl)ethyl)-6,9-dioxo-2,5,8-triazaspiro[3.5]nonane-2-carboxylate